(E)-4-methoxy-3-(2-nitrovinyl)-1H-indole COC1=C2C(=CNC2=CC=C1)\C=C\[N+](=O)[O-]